3-(1-methyl-1H-4-pyrazolyl)-6-(6-(1-methyl-1H-4-pyrazolyl)-[1,2,3]triazolo[4,5-b]pyrazinylmethyl)quinoline CN1N=CC(=C1)C=1C=NC2=CC=C(C=C2C1)CC=1N=C2C(=NC1C=1C=NN(C1)C)NN=N2